NC1=CC=C(C=C1)C1=C(C=2N=CN=C(C2N1C1=CC(=C(C=C1)OC1=NC=CC(=N1)C)F)N)C 6-(4-aminophenyl)-5-(3-fluoro-4-((4-methylpyrimidin-2-yl)oxy)phenyl)-7-methyl-5H-pyrrolo[3,2-d]pyrimidin-4-amine